4-((2-(1H-pyrazol-4-yl)ethyl)amino)-5,6-dimethyl-N-(1-(pyridin-4-yl)ethyl)pyrimidine-2-carboxamide N1N=CC(=C1)CCNC1=NC(=NC(=C1C)C)C(=O)NC(C)C1=CC=NC=C1